C(CCC)(=O)C1=C(C(=C(OCC2=NC(=NO2)C=2C=C(C(=O)O)C=CC2)C=C1)C)O 3-(5-((4-Butyryl-3-hydroxy-2-methylphenoxy)methyl)-1,2,4-oxadiazol-3-yl)benzoic acid